CN1CCN(CC1)C1=CC=C(C=C1)NC(=O)C=1C(NC=CC1NC1CC(NCC1)=O)=O N-(4-(4-Methylpiperazin-1-yl)phenyl)-2-oxo-4-((2-oxopiperidin-4-yl)amino)-1,2-dihydropyridine-3-carboxamide